5-(3-(t-butoxy)-5-fluorophenyl)-1-(trifluoromethyl)-1H-pyrazol-3-amine C(C)(C)(C)OC=1C=C(C=C(C1)F)C1=CC(=NN1C(F)(F)F)N